2-(2-(4-(benzyloxy)phenyl)-3,3-difluoroallyl)-1,3-dioxolane C(C1=CC=CC=C1)OC1=CC=C(C=C1)C(CC1OCCO1)=C(F)F